dianilinophthalimide C1=CC=C(C=C1)NC2=C(C3=C(C=C2)C(=O)NC3=O)NC4=CC=CC=C4